C(#N)C=1C=C(C=CC1)N(C(=O)[C@H]1N(CCC1)C(=O)OCC1=CC=CC=C1)C benzyl (S)-2-((3-cyanophenyl)(methyl)carbamoyl)pyrrolidine-1-carboxylate